C(C)(C)(C)OC(=O)C1(CC(C1)(F)F)C1=NC=CC=C1Cl 1-(3-Chloropyridin-2-yl)-3,3-difluorocyclobutane-1-carboxylic acid tert-butyl ester